COC(C1=CC=C(C=C1)NC1=NN(C(=N1)N)CC1=CC(=CC=C1)Br)=O.C(\C=C\C=C\C)N1CCCCC1 N-sorbyl-piperidine methyl-4-((5-amino-1-(3-bromobenzyl)-1H-1,2,4-triazol-3-yl)amino)benzoate